NC=1C(=NC(=CN1)C1=C(C=C(C=C1)N)C)C(=O)NC 3-amino-6-(4-amino-2-methyl-phenyl)-N-methyl-pyrazine-2-carboxamide